C1(CCCCC1)C=C(C(=O)OCC(C)C)C(=O)OCC(C)C diisobutyl (cyclohexylmethylene)malonate